N-((3-(2,6-difluoro-3,5-dimethoxyphenyl)-2-oxo-1-propyl-1,2,3,4-tetrahydropyrido[4,3-d]pyrimidin-7-yl)methyl)acrylamide FC1=C(C(=C(C=C1OC)OC)F)N1C(N(C2=C(C1)C=NC(=C2)CNC(C=C)=O)CCC)=O